N-(3'-chloro-4'-fluoro-4-fluorobiphenyl-2-yl)-1-methyl-5-difluoromethyl-1H-pyrazole-4-carboxamide ClC=1C=C(C=CC1F)C1=C(C=C(C=C1)F)NC(=O)C=1C=NN(C1C(F)F)C